5,7-dihydroxy-6-methoxy-4H-chromen-4-one OC1=C2C(C=COC2=CC(=C1OC)O)=O